methyl N-[5-[6-[4-(4-fluoro-3-methoxy-phenyl)-1-methyl-pyrazol-3-yl]imidazo[1,2-a]pyridin-3-yl]-2-pyridyl]carbamate FC1=C(C=C(C=C1)C=1C(=NN(C1)C)C=1C=CC=2N(C1)C(=CN2)C=2C=CC(=NC2)NC(OC)=O)OC